Cl.CN(C)CC1CNCCC1 N,N-dimethyl-1-(3-piperidinyl)methylamine hydrochloride